ClC=1C(=NC(=NC1)N[C@@H]1C[C@H](C1)O)C1=CC=C2CN(C(C2=C1)=O)[C@@H](C(=O)N[C@H](CO)C1=CC(=CC(=C1)C)F)C (2R)-2-[6-(5-chloro-2-{[trans-3-hydroxycyclobutyl]amino}pyrimidin-4-yl)-1-oxo-2,3-dihydro-1H-isoindol-2-yl]-N-[(1S)-1-(3-fluoro-5-methylphenyl)-2-hydroxyethyl]propanamide